NC1=C(C(=NN1C1=NC=CC=N1)C(F)(F)F)C1=CC=C(S1)C(C(F)(F)F)=O 1-[5-[5-amino-1-pyrimidin-2-yl-3-(trifluoromethyl)pyrazol-4-yl]-2-thienyl]-2,2,2-trifluoro-ethanone